ClC=1C(=C(C=CC1)NC(=O)C1=NN(C(=CC1=O)C)C1=CC(=CC=C1)Cl)F N-(3-chloro-2-fluorophenyl)-1-(3-chlorophenyl)-6-methyl-4-oxo-1,4-dihydropyridazine-3-carboxamide